[2-[4-(1-fluorocyclopropyl)-6-methoxy-pyrimidin-5-yl]-5H-pyrrolo[3,2-d]pyrimidin-7-yl]-[4-[1-methyl-4-(trifluoromethyl)imidazol-2-yl]phenyl]methanol FC1(CC1)C1=NC=NC(=C1C=1N=CC2=C(N1)C(=CN2)C(O)C2=CC=C(C=C2)C=2N(C=C(N2)C(F)(F)F)C)OC